(S)-2-(1-methyl-1H-pyrazol-4-yl)-N-(2-methyl-5-((2-(2-methylpyrrolidin-1-yl)ethyl)carbamoyl)pyridin-3-yl)-1H-pyrrolo[2,3-b]pyridine-5-carboxamide CN1N=CC(=C1)C1=CC=2C(=NC=C(C2)C(=O)NC=2C(=NC=C(C2)C(NCCN2[C@H](CCC2)C)=O)C)N1